tert-butyl (2S,4R)-2-(hydroxymethyl)-4-(trideuteriomethyl)pyrrolidine-1-carboxylate OC[C@H]1N(C[C@@H](C1)C([2H])([2H])[2H])C(=O)OC(C)(C)C